[Cl-].C(CCCCCCCCCCCCCCCCCCCCC)[N+](C)(CC)CC docosyl-diethyl-methyl-ammonium chloride